2-[4-(4-Isobutylbenzoyl)piperazin-1-yl]-3H-quinazolin-4-one C(C(C)C)C1=CC=C(C(=O)N2CCN(CC2)C2=NC3=CC=CC=C3C(N2)=O)C=C1